C(C)(=O)OCCCNCCNCCCCC 4,7-diazadodecyl acetate